Cl.Cl.N[C@H](C(=O)N[C@H](C(=O)N[C@H](C(=O)OCC)CC(C)C)CC(C)C)CCC1=NC2=C(N1C)C=CC(=C2)N(CCCl)CCCl Ethyl (2S)-2-[[(2S)-2-[[(2S)-2-amino-4-[5-[bis(2-chloroethyl)amino]-1-methyl-benzimidazol-2-yl]butanoyl]amino]-4-methyl-pentanoyl]amino]-4-methyl-pentanoate dihydrochloride